N-(o-tolyl)pentanamide C1(=C(C=CC=C1)NC(CCCC)=O)C